C(C)(C)(C)OC(NC=1C(=NC(=C(C1I)F)Cl)C)=O N-(6-chloro-5-fluoro-4-iodo-2-methyl-3-pyridinyl)carbamic acid tert-butyl ester